8-{[2-(2,6-dioxopiperidin-3-yl)-1,3-dioxoisoindol-5-yl]amino}octanoic acid O=C1NC(CCC1N1C(C2=CC=C(C=C2C1=O)NCCCCCCCC(=O)O)=O)=O